C(C1=CC=CC=C1)OC1=NC(=CC=C1N1C(C2=CC=CC(=C2C1)NC1CCC(CC1)C1=NN=CN1CC1=CC=C(C=C1)OC)=O)OCC1=CC=CC=C1 2-[2,6-bis(benzyloxy)pyridin-3-yl]-4-{[(1s,4s)-4-{4-[(4-methoxyphenyl)methyl]-1,2,4-triazol-3-yl}cyclohexyl]amino}-3H-isoindol-1-one